C(C(=C)C)(=O)OC(C(C(C(F)(F)F)(F)F)(F)F)CC(C)C 2,2,3,3,4,4,4-heptafluoro-1-isobutyl-1-butyl methacrylate